BrC=1C2=C(C(=NC1)N)C=NN2C2OCCCC2 7-bromo-1-(tetrahydro-2H-pyran-2-yl)-1H-pyrazolo[4,3-c]pyridin-4-amine